3-(5-(1,3,4-oxadiazol-2-yl)pyridin-3-yl)-4-(methylthio)phenyl cyclopentylcarbamate C1(CCCC1)NC(OC1=CC(=C(C=C1)SC)C=1C=NC=C(C1)C=1OC=NN1)=O